ClC1=C(OCCCCCOCCCOCC(=O)OC(C)(C)C)C(=CC(=C1)C(C)(C1=CC=C(C=C1)OCC=1C=NC(=NC1)SC)C)C#N tert-butyl 2-(3-(5-(2-chloro-6-cyano-4-(1-methyl-1-(4-((2-methylsulfanylpyrimidin-5-yl)methoxy)phenyl)ethyl)phenoxy)pentoxy) propoxy)acetate